1,1,3-TRICHLORO-2-METHYL-1-PROPENE ClC(=C(CCl)C)Cl